CC1=CC=C(C=C1)N(C2=CC=C(C=C2)C)C3=CC=CC=C3C4(CCCCC4)C5=CC=CC=C5N(C6=CC=C(C=C6)C)C7=CC=C(C=C7)C 1,1-bis[(di-4-tolylamino)phenyl]Cyclohexane